2,7-bis(naphth-2-yl)fluorene C1=C(C=CC2=CC=CC=C12)C1=CC=2CC3=CC(=CC=C3C2C=C1)C1=CC2=CC=CC=C2C=C1